C1(CC1)COC1=C(C=C(C=C1)C=1C=NC(=CC1)F)C=1C2=C(C(N(C1)C)=O)NC=C2 4-[2-(cyclopropylmethoxy)-5-(6-fluoropyridin-3-yl)phenyl]-6-methyl-1,6-dihydro-7H-pyrrolo[2,3-c]pyridin-7-one